cyclopropyl N-[(1S)-1-(dicyclopropylmethyl)-2-[[1-[[2-(2,2-difluoroethyl)pyrazol-3-yl]methyl]pyrazol-4-yl]amino]-2-oxo-ethyl]carbamate C1(CC1)C([C@@H](C(=O)NC=1C=NN(C1)CC=1N(N=CC1)CC(F)F)NC(OC1CC1)=O)C1CC1